ClC1=C(N(C(C2=C(C=CC=C12)C=1C=CC(=NC1)C(=O)NC)=O)C1=CC=CC=C1)[C@H](C)NC=1C2=C(N=CN1)NC=CC2=O (S)-5-(4-chloro-1-oxo-3-(1-((5-oxo-5,8-dihydropyrido[2,3-d]pyrimidin-4-yl)amino)ethyl)-2-phenyl-1,2-dihydroisoquinolin-8-yl)-N-methylpyridinecarboxamide